(S)-tert-butyl 2-((tert-butoxycarbonyl)amino)-4-(((2-cyclopentyl-1,3-dioxolan-2-yl)methyl)thio)butanoate C(C)(C)(C)OC(=O)N[C@H](C(=O)OC(C)(C)C)CCSCC1(OCCO1)C1CCCC1